N1=CC=C(C=C1)C=1C=C(C=CC1C1=CC=NC=C1)C1=C(C(=NC=C1N1C2=CC=CC=C2C=2C=C(C=CC12)N1C2=CC=CC=C2C=2C=CC=CC12)N1C2=CC=CC=C2C=2C=C(C=CC12)N1C2=CC=CC=C2C=2C=CC=CC12)N1C2=CC=CC=C2C=2C=C(C=CC12)N1C2=CC=CC=C2C=2C=CC=CC12 9,9'',9''''-(4-(3,4-di(pyridin-4-yl)phenyl)pyridine-2,3,5-triyl)tris(9H-3,9'-bicarbazole)